N(=C=O)C1(C(C(=CC=C1)N=C=O)C)C 1,3-Diisocyanatoo-xylol